ClCC1=NC2=CC(=CC(=C2C(N1)=O)F)OCC1CCOCC1 (chloromethyl)-5-fluoro-7-((tetrahydro-2H-pyran-4-yl)methoxy)quinazolin-4(3H)-one